ClC=1C=CC(=C(C1)CC(=O)NC=1C=C(C(=O)O)C=CC1)O 3-[[2-(5-chloro-2-hydroxy-phenyl)acetyl]amino]benzoic acid